N1=C(C=CC=C1NC=1SC(=CN1)C(=O)NC1=CC=C(C=C1)OC(F)(F)F)C=1C=NC=CC1 2-([2,3'-Bipyridyl]-6-ylamino)-N-(4-(trifluoromethoxy)phenyl)thiazole-5-carboxamide